C(C1=CC=CC=C1)OC1=C2C=CCC2=C(C(=C1)C)C(=O)OC1=C(C(=C(C(=C1C)C)C(=O)OCOC)C)C 4-((methoxymethoxy)carbonyl)-2,3,5,6-tetramethylphenyl 4-(benzyloxy)-6-methyl-1H-indene-7-carboxylate